Ethylenglycol dipalmitat C(CCCCCCCCCCCCCCC)(=O)OCCOC(CCCCCCCCCCCCCCC)=O